C(C)(C)(C)N(C(O)=O)C1=C(C=CC=2N(C(OC21)=O)C2C(NC(CC2)=O)=O)I.CN2CCC(CC2)CC(=O)NC2CCCC=1C3=CC=CC=C3NC21 2-(1-methylpiperidin-4-yl)-N-(2,3,4,9-tetrahydro-1H-carbazol-1-yl)acetamide tert-butyl-(3-(2,6-dioxopiperidin-3-yl)-6-iodo-2-oxo-2,3-dihydrobenzo[d]oxazol-7-yl)carbamate